Cl.Cl.NC1=C(OC(C)O)C=CC(=C1)N 2,4-diaminophenoxyethanol, dihydrochloride